C(\C=C\C(=O)O)(=O)O.C(C)N(C(C1=C(C=CC(=C1)F)OC1=C(N=CN=N1)N1CC2(CN(C2)C(C(C)C)C[C@H](CN(C)CC)O)CC1)=O)C(C)C N-ethyl-2-((5-(2-((3x-r,5r)-6-(ethyl-(methyl)amino)-5-hydroxy-2-methylhex-3-yl)-2,6-diazaspiro[3.4]oct-6-yl)-1,2,4-triazin-6-yl)oxy)-5-fluoro-N-isopropylbenzamide fumarate